bis(9,9-dimethylfluoren-2-yl)-{(1,1':2',1''-terphenyl)-4'-yl}amine CC1(C2=CC=CC=C2C=2C=CC(=CC12)N(C=1C=C(C(=CC1)C1=CC=CC=C1)C1=CC=CC=C1)C1=CC=2C(C3=CC=CC=C3C2C=C1)(C)C)C